[NH4+].O(P([O-])(=O)OP(=O)([O-])[O-])CC=C(C)C.[NH4+].[NH4+] dimethylallyl pyrophosphate ammonium salt